5-(5-fluoro-4-(trifluoromethyl)pyridin-3-yl)isoindoline trifluoroacetic Acid Salt FC(C(=O)O)(F)F.FC=1C(=C(C=NC1)C=1C=C2CNCC2=CC1)C(F)(F)F